((2-((4-(dibutylamino)-4-oxobutyl)(methyl)amino)ethyl)azanediyl)bis(hexane-6,1-diyl)bis(2-hexyldecanoate) C(CCC)N(C(CCCN(CCN(CCCCCCC(C(=O)[O-])(CCCCCCCC)CCCCCC)CCCCCCC(C(=O)[O-])(CCCCCCCC)CCCCCC)C)=O)CCCC